5-amino-2-(2-hydroxyphenyl)benzotriazole NC1=CC=2C(=NN(N2)C2=C(C=CC=C2)O)C=C1